C(C)OC1N(C2=CC=CC=C2C=C1)C(=O)OCC1=CC=CC=C1 2-ethoxy-1-benzyloxycarbonyl-1,2-dihydroquinoline